tert-butyl (3-(3-(5-((3-(2,5-bis(difluoromethoxy)phenyl)-4-(pyrazolo[1,5-a]pyrimidine-3-carboxamido)-1H-pyrazol-1-yl)methyl)-2H-tetrazol-2-yl)azetidin-1-yl)-2-fluoropropyl)carbamate FC(OC1=C(C=C(C=C1)OC(F)F)C1=NN(C=C1NC(=O)C=1C=NN2C1N=CC=C2)CC=2N=NN(N2)C2CN(C2)CC(CNC(OC(C)(C)C)=O)F)F